Cl.Cl.C(NC(=O)C1=NC=C(C=C1)N1CCNCC1)([2H])([2H])[2H] N-(methyl-d3)-5-(piperazin-1-yl)pyridineamide dihydrochloride